trans-1-((4-((S)-3-(3-cyano-5-fluorophenyl)isoxazolidine-2-carbonyl)cyclohexyl)methyl)-1H-pyrazolo[4,3-b]pyridine-6-carbonitrile C(#N)C=1C=C(C=C(C1)F)[C@H]1N(OCC1)C(=O)[C@@H]1CC[C@H](CC1)CN1N=CC2=NC=C(C=C21)C#N